formaldehyde acrylate C(C=C)(=O)O.C=O